N-((3-chloro-4-fluorophenyl)(5-methyl-4-(methylsulfonyl)-1H-imidazol-2-yl)methyl)-5-(trifluoromethyl)pyridin-2-amine ClC=1C=C(C=CC1F)C(NC1=NC=C(C=C1)C(F)(F)F)C=1NC(=C(N1)S(=O)(=O)C)C